N-[(1R)-2-[(3R)-3-aminopyrrolidin-1-yl]-1-methyl-2-oxo-ethyl]-2-chloro-4-[[3-[1-(cyanomethyl)-3-(trifluoromethyl)pyrazol-4-yl]imidazo[1,2-a]pyrazin-8-yl]amino]benzamide N[C@H]1CN(CC1)C([C@@H](C)NC(C1=C(C=C(C=C1)NC=1C=2N(C=CN1)C(=CN2)C=2C(=NN(C2)CC#N)C(F)(F)F)Cl)=O)=O